4-[Bis[2-(acetyloxy)ethyl]amino]benzaldehyde C(C)(=O)OCCN(C1=CC=C(C=O)C=C1)CCOC(C)=O